formamidopyrazole C(=O)NC1=NNC=C1